O[C@H]1[C@H](CCCC1)NC1=NC=C2N=C(N(C2=N1)C1CCC(CC1)C(=O)N)NC1=C(C=C(C=C1F)F)F (1R,4s)-4-(2-((1S,2R)-2-hydroxycyclohexylamino)-8-(2,4,6-trifluorophenylamino)-9H-purin-9-yl)cyclohexanecarboxamide